C1OCC12CC(C2)NCC2=CC(=C1CN(C(C1=C2)=O)C2=CC(=CC=C2)C2(CC(C2)(F)F)CC2=NN=CN2C)C(F)(F)F 6-((2-oxaspiro[3.3]heptan-6-ylamino)methyl)-2-(3-(3,3-difluoro-1-((4-methyl-4H-1,2,4-triazol-3-yl)methyl)cyclobutyl)phenyl)-4-(trifluoromethyl)isoindolin-1-one